C(=O)(O)[C@H](CC(C)C)NC(=O)N[C@@H](CCC(=O)O)C(=O)O N-[[[(1S)-1-carboxy-3-methylbutyl]amino]carbonyl]-L-glutamic acid